5-isopropyl-3,4-dihydroxy-2(5H)-furanone C(C)(C)C1C(=C(C(O1)=O)O)O